C1=[NH+]C=CC2=C1NC1=CC=CC=C21 Pyrido[3,4-b]indolium